C1OC=2C=C(NC2O1)CCCC(C)=O 4-methylenedioxypyrrolepentanone